FC(C(=O)O)(F)F.C(N)(=N)C1=CC=C(CNC([C@H](C)NC(=O)C=2NC=C(C2)C2=CC=C(C=C2)OC)=O)C=C1 (S)-N-(1-((4-Carbamimidoylbenzyl)amino)-1-oxopropan-2-yl)-4-(4-methoxyphenyl)-1H-pyrrole-2-carboxamide trifluoroacetate salt